CN(C1=CC=C(C=C1)C1=CC=C(C=C1)CN(C(=O)C1CCCCC1)C1=CC(=CC=C1)C1=NC(=CC=C1)OC)C N-((4'-(dimethylamino)-[1,1'-biphenyl]-4-yl)methyl)-N-(3-(6-methoxypyridin-2-yl)phenyl)cyclohexanecarboxamide